[8-amino-3,6-dioxaoctanoic acid] NCCOCCOCC(=O)O